4-(3-(4-fluoro-2,6-dimethylphenoxy)-1-(1-methylpiperidin-4-yl)-2-oxo-1,2-dihydropyridin-4-yl)-6-methyl-1,6-dihydro-7H-pyrrolo[2,3-c]pyridin-7-one FC1=CC(=C(OC=2C(N(C=CC2C=2C3=C(C(N(C2)C)=O)NC=C3)C3CCN(CC3)C)=O)C(=C1)C)C